OC1(CC(C1)C(=O)N1CC2(C1)CCC(CC2)C2=CC(=C(C=C2)C)OC)C ((1s,3s)-3-Hydroxy-3-methylcyclobutyl)(7-(3-methoxy-4-methylphenyl)-2-azaspiro[3.5]nonan-2-yl)methanon